5-(6-((2-ethyl-3-oxo-3,4-dihydroquinoxalin-6-yl)methyl)-2,6-diazaspiro[3.3]heptan-2-yl)-N,6-dimethylpicolinamide C(C)C1=NC2=CC=C(C=C2NC1=O)CN1CC2(CN(C2)C=2C=CC(=NC2C)C(=O)NC)C1